C(#N)C1=C(C=CC=C1)[C@H]([C@H](C)C=1N(C(C(=C(N1)C(=O)NC=1C=NOC1)O)=O)C)C1=C(C=C(C=C1)F)F 2-((1S,2S)-1-(2-cyanophenyl)-1-(2,4-difluorophenyl)propan-2-yl)-5-hydroxy-N-(isoxazol-4-yl)-1-methyl-6-oxo-1,6-dihydropyrimidine-4-carboxamide